NC1=NC(=CC(=N1)N1CCC2(C[C@H](NC2)C(=O)OCC)CC1)O[C@@H](C(F)(F)F)C1=C(C=C(C=C1)Cl)C1=NN(C=C1)C (S)-ethyl 8-(2-amino-6-((R)-1-(4-chloro-2-(1-methyl-1H-pyrazol-3-yl)phenyl)-2,2,2-trifluoroethoxy)pyrimidin-4-yl)-2,8-diazaspiro[4.5]decane-3-carboxylate